C(C1=CC(C(=O)N)=CC=C1)(=O)O isophthalamic acid